(R)-N-(1-(3-(1-(2,2-difluoroethyl)-1H-pyrazol-4-yl)-5-(1-methyl-1H-pyrazol-4-yl)phenyl)ethyl)-5-(2-(dimethylamino)ethoxy)-2-methylbenzamide FC(CN1N=CC(=C1)C=1C=C(C=C(C1)C=1C=NN(C1)C)[C@@H](C)NC(C1=C(C=CC(=C1)OCCN(C)C)C)=O)F